tert-butyl 6-(3-(3-(hydroxymethyl)-2,2-dimethylpyrrolidin-1-yl)-5-methyl-1H-pyrazol-1-yl)-2-azaspiro[3.3]heptane-2-carboxylate OCC1C(N(CC1)C1=NN(C(=C1)C)C1CC2(CN(C2)C(=O)OC(C)(C)C)C1)(C)C